7-(chloromethyl)-8-methoxy-3-methylpyrazolo[1,5-a]quinoxalin-4(5H)-one ClCC=1C=C2NC(C=3N(C2=CC1OC)N=CC3C)=O